2-Nitro-1-((2,2,2-trifluoroethoxy)methyl)-4-vinylbenzene [N+](=O)([O-])C1=C(C=CC(=C1)C=C)COCC(F)(F)F